CN1C(C(CCC1=O)N1C(C2=CC=C(C=C2C1=O)N1CCN(CC1)CC(=O)O)=O)=O 2-(4-(2-(1-methyl-2,6-dioxopiperidin-3-yl)-1,3-dioxoisoindolin-5-yl)piperazin-1-yl)acetic acid